N1=CNC=2CN([C@@H](CC21)C(=O)[O-])C(=O)[O-] (S)-3,4,6,7-tetrahydro-5H-imidazo[4,5-c]pyridine-5,6-dicarboxylate